ClC=1C(=NC(=NC1)NC1=CC(=C(C=C1)N1CCC(CC1)N1CCN(CC1)CC(=O)OC(C)(C)C)F)NC1=C(C=CC=C1)N(S(=O)(=O)C)C tertiary butyl 2-(4-(1-(4-((5-chloro-4-((2-(N-methylmethylsulfonamido)phenyl)amino)pyrimidin-2-yl)amino)-2-fluorophenyl)piperidin-4-yl)piperazin-1-yl)acetate